3,3-didecyl-3,4-dihydro-2H-thiophen C(CCCCCCCCC)C1(CSCC1)CCCCCCCCCC